1-ethyl-N-(2-ethyl-6-methylphenyl)-1H-pyrazole-3-carboxamide C(C)N1N=C(C=C1)C(=O)NC1=C(C=CC=C1C)CC